Cl.FC1=CC=C(C=C1)NC(=O)C1(CC1)C(=O)NC1=CC(=C(C=C1)OC1=CC=NC2=CC(=CC=C12)C=1C=NC=CC1)F 1-N-(4-fluorophenyl)-1-N'-[3-fluoro-4-(7-pyridin-3-yl-quinolin-4-yl)oxyphenyl]cyclopropane-1,1-dicarboxamide hydrochloride